C(#C)C=1C(=CC=C2C=CC=C(C12)C1=C(C=2N=C(N=C(C2C=N1)N(C[C@H]1NCCC1)C)OC[C@]12CCCN2C[C@@H](C1)F)F)F 7-(8-ethynyl-7-fluoronaphthalen-1-yl)-8-fluoro-2-(((2R,7aS)-2-fluorotetrahydro-1H-pyrrolizin-7a(5H)-yl)methoxy)-N-methyl-N-(((S)-pyrrolidin-2-yl)methyl)pyrido[4,3-d]pyrimidin-4-amine